(S)-N-(2-(2-cyano-4,4-difluoropyrrolidin-1-yl)-2-oxoethyl)-5,6,7,8-tetrahydro-1,7-naphthyridine-3-carboxamide C(#N)[C@H]1N(CC(C1)(F)F)C(CNC(=O)C=1C=NC=2CNCCC2C1)=O